C(C)OC(=O)C=1C=NN(C1C(F)(F)F)C=1C=CC=C2CCCN(C12)C 1-(1-methyl-1,2,3,4-tetrahydroquinolin-8-yl)-5-(trifluoromethyl)-1H-pyrazole-4-carboxylic acid ethyl ester